C(CCCCCCCC)C1=C(OCCOCCOCCOCCO)C=CC=C1 2-(2-(2-(2-(NONYLPHENOXY)ETHOXY)ETHOXY)ETHOXY)ETHANOL